C(CC)C(C=C(C(=O)OCCC)C(=O)OCCC)CC di-n-propyl (2-n-propylbutylidene)malonate